C(C)N1C(C2=C3C(C=CC3=C3C(C=C2)=CC=NN3)=N1)=O 4-ethyl-4,11-dihydro-5H-3,4,10,11-tetraazadibenzo[cd,h]azulen-5-one